C1C(CC12CCNCC2)N2CCC(CC2)N2N=C(C=1CN(CCC12)C(C)=O)N1CCCC2=CC(=C(C=C12)C(F)F)C=1C=NN(C1)C 1-[1-[1-(7-azaspiro[3.5]nonan-2-yl)-4-piperidyl]-3-[7-(difluoromethyl)-6-(1-methylpyrazol-4-yl)-3,4-dihydro-2H-quinolin-1-yl]-6,7-dihydro-4H-pyrazolo[4,3-c]pyridin-5-yl]ethanone